N1CC(C1)N1N=C2C=C(C(=CC2=C1)C)C(=O)NC1(CC1)C1=CC=CC2=CC=CC=C12 2-(Azetidin-3-yl)-5-methyl-N-(1-(naphthalen-1-yl)cyclopropyl)-2H-indazole-6-carboxamide